ClC1=C(C=C(C=C1)N1CN=CC2=C1CN=CC2)C(F)(F)F N-(4-Chloro-3-(trifluoromethyl)phenyl)-5,8-dihydropyrido[3,4-d]pyrimidine